2,4-difluoro-1-vinylbenzene FC1=C(C=CC(=C1)F)C=C